2,3-dibromo-4-oxo-2-butenoic acid BrC(C(=O)O)=C(C=O)Br